N-(6-ethoxy-6-oxohexyl)-N,N-dimethylcyclopropylammonium iodide [I-].C(C)OC(CCCCC[N+](C)(C)C1CC1)=O